COC(=O)C=1C=C2C(=CNC2=CC1)C 3-methyl-1H-indole-5-carboxylic acid methyl ester